5-amino-6-(2-chloro-5-fluorophenyl)-6-hydroxy-2-methyl-3-[1-(triphenylmethyl)imidazol-4-yl]-7,8-dihydro-6H-pyrrolo[4,3-g]indazol-8-one NC1=CC2=C(N(N=C2C2=C1C(NC2=O)(O)C2=C(C=CC(=C2)F)Cl)C)C=2N=CN(C2)C(C2=CC=CC=C2)(C2=CC=CC=C2)C2=CC=CC=C2